(2S)-2-amino-N-[2-[[2-(1,3-benzodioxol-5-yl)-1-methyl-ethyl]-methyl-amino]-2-oxo-ethyl]-N-methyl-3-phenyl-propanamide HCl Cl.N[C@H](C(=O)N(C)CC(=O)N(C)C(CC1=CC2=C(OCO2)C=C1)C)CC1=CC=CC=C1